N-cyclopropyl-2-(difluoromethoxy)-4-[7-(1-isopropylpyrrolidin-2-yl)imidazo[1,2-a]pyridin-3-yl]-6-methoxy-benzamide C1(CC1)NC(C1=C(C=C(C=C1OC)C1=CN=C2N1C=CC(=C2)C2N(CCC2)C(C)C)OC(F)F)=O